C(C)(C)N1C(=NC2=NC=C(C=C21)C=2C=CN1N=C(N=CC12)N[C@@H]1C[C@H](C1)N1CCN(CC1)C)C 5-(1-isopropyl-2-methyl-1H-imidazo[4,5-b]pyridin-6-yl)-N-(trans-3-(4-methylpiperazin-1-yl)cyclobutyl)pyrrolo[2,1-f][1,2,4]triazin-2-amine